1,3,5-triacryloyl-s-triazine C(C=C)(=O)N1CN(CN(C1)C(C=C)=O)C(C=C)=O